5-{1,1,1,3,3,3-hexafluoro-2-[2-(5-methylhexanoyl)-1,3-dioxo-2,3-dihydro-1H-inden-5-yl]propan-2-yl}-2-(5-methylhexanoyl)-2,3-dihydro-1H-indene-1,3-dione FC(C(C(F)(F)F)(C=1C=C2C(C(C(C2=CC1)=O)C(CCCC(C)C)=O)=O)C=1C=C2C(C(C(C2=CC1)=O)C(CCCC(C)C)=O)=O)(F)F